5-(N-(4-(3-((5-amino-2-(furan-2-yl)-[1,2,4]triazolo[1,5-c]pyrimidin-7-yl)amino)propyl)phenyl)sulfamoyl)-3-chloro-2-hydroxybenzamide NC1=NC(=CC=2N1N=C(N2)C=2OC=CC2)NCCCC2=CC=C(C=C2)NS(=O)(=O)C=2C=C(C(=C(C(=O)N)C2)O)Cl